CN1CC(C1)(C)[C@@](C=1C=C(C=NC1)C#C[C@@](C)(O)C1=NC=NC(=C1)OC)(C1=CC=C(C=C1)C(C)C)O (R)-4-{5-[(R)-(1,3-dimethyl-azetidin-3-yl)-hydroxy-(4-isopropyl-phenyl)-methyl]-pyridin-3-yl}-2-(6-methoxy-pyrimidin-4-yl)-but-3-yn-2-ol